N(=[N+]=[N-])CCCC(C(=O)OCC)(C)C ethyl 5-azido-2,2-dimethylvalerate